1-(((1r,4r)-4-((E)-4-(benzyloxy)but-1-en-1-yl)cyclohexyl)oxy)-3-bromobenzene C(C1=CC=CC=C1)OCC/C=C/C1CCC(CC1)OC1=CC(=CC=C1)Br